2-(1H-Imidazol-4-yl)-N-((1r,4r)-4-(2-methoxyethoxy)cyclohexyl)-5H-pyrrolo[3,2-d]pyrimidine-4-carboxamide N1C=NC(=C1)C=1N=C(C2=C(N1)C=CN2)C(=O)NC2CCC(CC2)OCCOC